FC(O[C@H]1C[C@H](C1)C=1N=CN(C1)C12CC(C1)(C2)N)(F)F 3-(4-(cis-3-(trifluoromethoxy)cyclobutyl)-1H-imidazol-1-yl)bicyclo[1.1.1]pentan-1-amine